ClC1=C(C(=CC=C1)C)NC(=O)C1=CN=C(S1)NC1=NC(=NC(=C1)N1CCN(CC1)CC=1C=C2CN(C(C2=CC1F)=O)C1C(NC(CC1)=O)=O)C N-(2-chloro-6-methylphenyl)-2-((6-(4-((2-(2,6-dioxopiperidin-3-yl)-6-fluoro-1-oxoisoindolin-5-yl)methyl)piperazin-1-yl)-2-methylpyrimidin-4-yl)amino)thiazole-5-carboxamide